N-(1-(4-(trifluoromethyl)phenyl)-1H-indol-6-yl)acrylamide FC(C1=CC=C(C=C1)N1C=CC2=CC=C(C=C12)NC(C=C)=O)(F)F